3-bromo-4-carboxybenzenesulfonamide BrC=1C=C(C=CC1C(=O)O)S(=O)(=O)N